C(CNC(=O)C1=CC=CC=C1)(=O)O.N[C@H](C(=O)OCC)CC1CC=C(CC1)C1=NC(=NC(=C1)O[C@@H](C(F)(F)F)C1=C(C=C(C=C1)Cl)C=1COCCC1)N ethyl (2S)-2-amino-3-(4-(2-amino-6-((R)-1-(4-chloro-2-(5,6-dihydro-2H-pyran-3-yl)phenyl)-2,2,2-trifluoroethoxy)pyrimidine-4-yl)cyclohex-3-ene-1-yl)propionate hippurate